CC1=C(C=NC(=C1)NC(CCC(=O)N1C=2N(CCC1)N=C(C2)C)=O)C=2C=NC=C(C2)C N-(4,5'-dimethyl-3,3'-bipyridin-6-yl)-4-(2-methyl-6,7-dihydropyrazolo[1,5-a]pyrimidin-4(5H)-yl)-4-oxobutanamide